OC1C2(CCC(C1)(CC2)C(C(=O)N)OC2=CC(=C(C=C2)Cl)F)C(C(=O)N)OC2=CC(=C(C=C2)Cl)F (2-Hydroxybicyclo[2.2.2]octane-1,4-diyl)bis[2-(4-chloro-3-fluorophenoxy)acetamide]